(S)- or (R)-2-(4-cyano-2-cyclopropyl-6-isopropylphenyl)-N-(4-((dimethylamino)methyl)phenyl-sulfonimidoyl)acetamide C(#N)C1=CC(=C(C(=C1)C(C)C)CC(=O)N[S@@](=O)(=N)C1=CC=C(C=C1)CN(C)C)C1CC1 |o1:15|